2-chloro-3-nitro-N-(4-(pyrrolidin-1-ylmethyl)benzyl)quinolin-4-amine ClC1=NC2=CC=CC=C2C(=C1[N+](=O)[O-])NCC1=CC=C(C=C1)CN1CCCC1